(2-methyl-1H-imidazol-1-yl)(phenyl)methanone CC=1N(C=CN1)C(=O)C1=CC=CC=C1